C(#N)CCNS(=O)(=O)C1=CC=C(C(=O)NC=2SC3=C(N2)C=CC(=C3)CN(CC)CC)C=C1 4-[N-(2-cyanoethyl)sulfamoyl]-N-[6-(diethylaminomethyl)benzothiazol-2-yl]Benzamide